Methyl (2S)-3-(4-(benzyloxy)phenyl)-2-(2-(1-(tert-butylsulfinyl)piperidin-4-yl)acetamido)-propanoate C(C1=CC=CC=C1)OC1=CC=C(C=C1)C[C@@H](C(=O)OC)NC(CC1CCN(CC1)S(=O)C(C)(C)C)=O